N1CCC(CC1)N1C(NC2=C1C=C(C=C2)C(F)(F)F)=O 1-(piperidin-4-yl)-6-(trifluoromethyl)-1H-benzo[d]imidazol-2(3H)-one